CN(C(=O)Cl)C dimethyl-carbamyl chloride